triethoxy(3-methoxyphenyl)silane [2-[(6-chloro-2-methyl-1,3-benzoxazol-5-yl)methyl]-4,4-dimethyl-3-oxo-isoxazolidin-5-yl]2-methylpropanoate ClC1=CC2=C(N=C(O2)C)C=C1CN1OC(C(C1=O)(C)C)OC(C(C)C)=O.C(C)O[Si](C1=CC(=CC=C1)OC)(OCC)OCC